(R)-7-(4-((1-(3-Bromophenyl)ethyl)amino)-6,7-dimethoxy-2-methylquinazolin-8-yl)-N-methoxy-N-methylheptanamide BrC=1C=C(C=CC1)[C@@H](C)NC1=NC(=NC2=C(C(=C(C=C12)OC)OC)CCCCCCC(=O)N(C)OC)C